C(C)(C)(C)[C@@H]1N=C(N(C1)C1=CC=C(C=C1)C)C1=CC=CC(=N1)C1=NC=CC=C1 (S)-6-(4-(tert-butyl)-1-(p-tolyl)-4,5-dihydro-1H-imidazol-2-yl)-2,2'-bipyridyl